(R)-6-fluoro-7-(2-(((3-methylpyridin-2-yl)oxy)methyl)pyrrolidin-1-yl)-4-oxo-1-phenyl-1,4-dihydroquinoline-3-carboxylic acid FC=1C=C2C(C(=CN(C2=CC1N1[C@H](CCC1)COC1=NC=CC=C1C)C1=CC=CC=C1)C(=O)O)=O